C(C)(C)NC(OC1CC(C1)C1=NN(C(=C1)NC(=O)OCC1=CC=CC=C1)C(C)(C)C)=O (1s,3s)-3-(5-(((benzyloxy)carbonyl)amino)-1-(tert-butyl)-1H-pyrazol-3-yl)cyclobutyl isopropylcarbamate